2-(chloromethoxy)propane ClCOC(C)C